C(CCC)O[Ti](OCCCC)(OCCCC)OCCCC Tetrabut-oxytitanium